COC=1C=C2C=CN(C2=CC1)C1=NC=CC=C1 5-methoxy-1-(pyridin-2-yl)-1H-indole